((((2R,3S,4R,5R)-5-(6-chloro-4-(((S)-1-(3-chlorophenyl)ethyl)(methyl)amino)-1H-pyrazolo[3,4-d]pyrimidin-1-yl)-3,4-dihydroxytetrahydrofuran-2-yl)methoxy)methyl)phosphonic acid ClC1=NC(=C2C(=N1)N(N=C2)[C@H]2[C@@H]([C@@H]([C@H](O2)COCP(O)(O)=O)O)O)N(C)[C@@H](C)C2=CC(=CC=C2)Cl